C(C)N(CC)CC1(CCCC1)CNC(=O)C1=CC2=C(S1)CCCCCC2 N-[[1-(diethylaminomethyl)cyclopentyl]methyl]-4,5,6,7,8,9-hexahydrocycloocta[b]thiophene-2-carboxamide